ClC1=CC=C(C2=CC=CC=C12)B1OC(C(O1)(C)C)(C)C 2-(4-chloro-1-naphthyl)-4,4,5,5-tetramethyl-1,3,2-dioxaborolan